2,5-dimethyl-2,5-di(t-amylperoxy)hexyne tert-butyl-(E)-3-(dimethylamino)acrylate C(C)(C)(C)OC(\C=C\N(C)C)=O.CC(C)(C#CC(C)(OOC(C)(C)CC)C)OOC(C)(C)CC